racemic-tert-butyl (6-fluoro-11-oxo-2,3,10,11-tetrahydro-1H,5H-benzo[d]pyrazolo[1,2-a][1,2]diazepin-10-yl)carbamate FC1=CC=CC2=C1CN1N(C([C@@H]2NC(OC(C)(C)C)=O)=O)CCC1 |r|